3-(chloromethyl)-1,2,4-oxadiazol-5(4H)-one ClCC1=NOC(N1)=O